C(C)(C)(CC(C)(C)C)N=C=NC(C)(C)CC(C)(C)C di-tert-octylcarbodiimide